6-(6-ethoxypyridin-3-yl)-N'-(3-(1-hydroxyethyl)benzyl)pyrazine-2-carbohydrazide C(C)OC1=CC=C(C=N1)C1=CN=CC(=N1)C(=O)NNCC1=CC(=CC=C1)C(C)O